NC([C@H](CC1=CNC2=CC=CC=C12)NC(CNC(CNC(CN1CCN(CCN(CC1)CC(=O)O)CC(=O)O)=O)=O)=O)=O (S)-2,2'-(7-(2-((2-((2-((1-amino-3-(1H-indol-3-yl)-1-oxopropan-2-yl)amino)-2-oxoethyl)amino)-2-oxoethyl)amino)-2-oxoethyl)-1,4,7-triazonane-1,4-diyl)diacetic acid